NC1=CC2=C(N(C(O2)=O)CC2=CC(=NC=C2C)C2=C(C=C(C=C2C)CN)C)C=C1 6-amino-3-((2-(4-(aminomethyl)-2,6-dimethylphenyl)-5-methylpyridin-4-yl)methyl)benzo[d]oxazol-2(3H)-one